(±)-4-(4-((2,6-Dioxopiperidin-3-yl)aminocarbonyl)-3-fluorophenyl)piperazine-1-carboxylic acid tert-butyl ester C(C)(C)(C)OC(=O)N1CCN(CC1)C1=CC(=C(C=C1)C(=O)N[C@H]1C(NC(CC1)=O)=O)F |r|